O=C1N(C(C2=CC=CC=C12)=O)[C@H]1[C@H]([C@H]2[C@H](CN(C2)C(=O)OC(C)(C)C)C1)F tert-butyl (3aS,4S,5R,6aR)-5-(1,3-dioxoisoindolin-2-yl)-4-fluorohexahydrocyclopenta[c]pyrrole-2(1H)-carboxylate